ClC=1C=NC=C(C1[C@@H](C)OC=1C=C2C(=NN(C2=CC1)C1OCCCC1)I)Cl 5-[(1R)-1-(3,5-dichloro-4-pyridinyl)ethoxy]-3-iodo-1-tetrahydropyran-2-yl-indazole